N1(C=NC=C1)OCCC(=O)O 3-(1-imidazolyloxy)propionic acid